OC1=C(C=CC(=C1)C(F)(F)F)C=1C2=C(C(=NN1)N[C@H]1CN(CCC1)CC(=O)N1CCC(CC1)O)COC2 (R)-2-(3-((4-(2-Hydroxy-4-(trifluoromethyl)phenyl)-5,7-dihydrofuro[3,4-d]pyridazin-1-yl)amino)piperidin-1-yl)-1-(4-hydroxypiperidin-1-yl)ethan-1-one